COC1=C(C=CC=C1)C(C(O)C1=CC=C(C=C1)OC)CO 2-(2-methoxyphenyl)-1-(4-methoxyphenyl)propane-1,3-diol